4-methyl-N-(2-methylallyl)-N-(2-(1-phenylethenyl)phenyl)benzenesulfonamide CC1=CC=C(C=C1)S(=O)(=O)N(C1=C(C=CC=C1)C(=C)C1=CC=CC=C1)CC(=C)C